C1(=CC=CC=C1)C=1N=CNC1C1=CC=CC=C1 4,5-diphenylimidazole